C(C1=CC=CC=C1)N1C(N(C=C1)C(F)F)=S 1-benzyl-3-(difluoromethyl)-1,3-dihydro-2H-imidazole-2-thione